N1=C(C=CC=C1)S=CCN 2-(pyridin-2-yl-thioxo)ethane-1-amine